tert-butyl (1-(((2-(N,N-bis(4-methoxybenzyl)sulfamoyl)-4-iodo-3-(2-(4-methoxybenzyl)-2H-tetrazol-5-yl)phenyl)thio)methyl)cyclopropyl)carbamate COC1=CC=C(CN(S(=O)(=O)C2=C(C=CC(=C2C=2N=NN(N2)CC2=CC=C(C=C2)OC)I)SCC2(CC2)NC(OC(C)(C)C)=O)CC2=CC=C(C=C2)OC)C=C1